1-({[(1R)-1-(4-Acetyl-3,5-Diethoxyphenyl)Ethyl](4-Phenylbutyl)Carbamoyl}Amino)Cyclopropane-1-Carboxylic Acid C(C)(=O)C1=C(C=C(C=C1OCC)[C@@H](C)N(C(=O)NC1(CC1)C(=O)O)CCCCC1=CC=CC=C1)OCC